1-(β-D-glucopyranosyl)-4-chloro-3-[5-(3-cyano-phenyl)-2-thienylmethyl]benzene [C@@H]1([C@H](O)[C@@H](O)[C@H](O)[C@H](O1)CO)C1=CC(=C(C=C1)Cl)CC=1SC(=CC1)C1=CC(=CC=C1)C#N